4-(tert-butyl) 6-ethyl-(Z)-3-((2-tosylhydrazineylidene)methyl)-6,7-dihydropyrazolo[1,5-a]pyrimidine-4,6(5H)-dicarboxylate C(C)C1(CN(C=2N(C1)N=CC2\C=N/NS(=O)(=O)C2=CC=C(C)C=C2)C(=O)OC(C)(C)C)C(=O)[O-]